(5-bromo-1-oxoisoindolin-2-yl)piperidine-2,6-dione BrC=1C=C2CN(C(C2=CC1)=O)N1C(CCCC1=O)=O